ClC1=CC=C(C=C1)C=1OC2=C(C3=C(N1)C=CC1=CC=CC=C13)C=CC=C2 6-(4-chlorophenyl)benzo[f]naphtho[2,1-d][1,3]oxazepine